5-(1-(3,5-difluorophenyl)ethoxy)-1-(tetrahydro-2H-pyran-2-yl)-1H-indazole FC=1C=C(C=C(C1)F)C(C)OC=1C=C2C=NN(C2=CC1)C1OCCCC1